The molecule is a triterpenoid saponin that is (3beta,16alpha)-13,28-epoxyoleanane-3,16-diol attached to a tetrasaccharide residue at position 3 via a glycosidic linkage. Isolated from aerial parts of Lysimachia clethroides, it exhibits antineoplastic activity. It has a role as a plant metabolite and an antineoplastic agent. It is a cyclic ether, a hexacyclic triterpenoid, a tetrasaccharide derivative, a triterpenoid saponin and a secondary alcohol. C[C@]12CC[C@@H](C([C@@H]1CC[C@@]3([C@@H]2CC[C@@]45[C@]3(C[C@H]([C@@]6([C@H]4CC(CC6)(C)C)CO5)O)C)C)(C)C)O[C@H]7[C@@H]([C@H]([C@H](CO7)O[C@H]8[C@@H]([C@H]([C@@H]([C@H](O8)CO)O)O)O[C@H]9[C@@H]([C@H]([C@@H](CO9)O)O)O)O)O[C@H]1[C@@H]([C@H]([C@@H]([C@H](O1)CO)O)O)O